ClC=1C(=CC(=NC1)O[C@H]1CNC([C@H]1O)(C)C)N1C(C2=C(C=C1)N(N=C2)CC2=C(C=CC=C2)F)=O |r| rac-5-(5-chloro-2-(((3S,4R)-4-hydroxy-5,5-dimethylpyrrolidin-3-yl)oxy)pyridin-4-yl)-1-(2-fluorobenzyl)-1,5-dihydro-4H-pyrazolo[4,3-c]pyridin-4-one